NC=1C=C(C=C(C1)C(F)(F)F)C(C)NC=1C2=C(N=C(N1)C)C=NC=C2 4-((1-(3-amino-5-(trifluoromethyl)phenyl)ethyl)amino)-2-methylpyrido[3,4-d]pyrimidine